C(C)OC(=O)C=1C=C(C=C2C1N=C(S2)C[C@@H]([C@H](O[Si](C)(C)C(C)(C)C)C2=CC(=C(C=C2)Br)OC)OC2CCCC2)OC 2-((2S,3R)-3-(4-bromo-3-methoxyphenyl)-3-((tert-butyldimethylsilyl)oxy)-2-(cyclopentyloxy)propyl)-6-methoxybenzo[d]thiazole-4-carboxylic acid ethyl ester